2-acetamidopenta-4-enoate C(C)(=O)NC(C(=O)[O-])CC=C